methoxyl-selenadiazole O(C)C=1N=N[Se]C1